N-(2-((1r,4r)-4-formylcyclohexyl)-6-(2-hydroxypropan-2-yl)-2H-indazol-5-yl)thiazole-2-carboxamide C(=O)C1CCC(CC1)N1N=C2C=C(C(=CC2=C1)NC(=O)C=1SC=CN1)C(C)(C)O